cyclopentylimidazo[2,1-f][1,2,4]Triazin-4-amine C1(CCCC1)C1=NN2C(C(=N1)N)=NC=C2